3-chloro-4-fluoro-N'-propionyl-benzoyl-hydrazine ClC=1C=C(C(=O)NNC(CC)=O)C=CC1F